BrC1=CC=C(C2=C1N=CS2)F 4-bromo-7-fluorobenzo[d]thiazol